(R)-tert-butyldimethyl(oxiran-2-ylmethoxy)silane C(C)(C)(C)[Si](OC[C@@H]1OC1)(C)C